Cyclohexane Dimethacrylate C(C(=C)C)(=O)O.C(C(=C)C)(=O)O.C1CCCCC1